7-[(3S,4R)-4-(4-chloro-2-fluoro-anilino)-3-methyl-1-piperidinyl]-2,4-dimethyl-5-oxo-thiazolo[5,4-B]pyridine-6-carbonitrile ClC1=CC(=C(N[C@H]2[C@H](CN(CC2)C=2C3=C(N(C(C2C#N)=O)C)SC(=N3)C)C)C=C1)F